(S)-N-((3-chloro-6-methylpyrazin-2-yl)methyl)-4-(5-(5-fluoro-2-methoxypyridin-4-yl)-1H-pyrazole-3-carbonyl)-4-azaspiro[2.5]octane-7-carboxamide ClC=1C(=NC(=CN1)C)CNC(=O)[C@H]1CCN(C2(CC2)C1)C(=O)C1=NNC(=C1)C1=CC(=NC=C1F)OC